BrC1=CC=C(C=C1)/C=C/C[N+]1=C2N(C(C(=C1O)C1=CC(=CC(=C1)Cl)Cl)=O)C=CC=C2 (E)-1-(3-(4-bromophenyl)allyl)-3-(3,5-dichlorophenyl)-4-oxo-4H-pyrido[1,2-a]pyrimidin-1-ium-2-ol